C(#N)C=1C=CC(=C2C=C(N(C12)S(=O)(=O)C1=CC=C(C)C=C1)C1=CCN(CC1)C(=O)OC(C)(C)C)F tert-Butyl 4-(7-cyano-4-fluoro-1-tosyl-1H-indol-2-yl)-5,6-dihydropyridine-1(2H)-carboxylate